diacetic acid, propylenediaminetetraacetic acid salt C(C(C)N(CC(=O)O)CC(=O)O)N(CC(=O)O)CC(=O)O.C(C)(=O)O.C(C)(=O)O